1-(Pyridazin-3-yl)-7-(trifluoromethyl)quinazoline-2,4(1H,3H)-dione N1=NC(=CC=C1)N1C(NC(C2=CC=C(C=C12)C(F)(F)F)=O)=O